N-(1-(4-((1H-Indol-2-yl)methyl)piperazine-1-carbonyl)-1H-pyrazol-3-yl)methanesulfonamide N1C(=CC2=CC=CC=C12)CN1CCN(CC1)C(=O)N1N=C(C=C1)NS(=O)(=O)C